(E)-1,1-bis(ethylsulfanyl)-2-(4-chlorophenyl)-5-p-tolylpentan-1,4-dien-3-one C(C)SC(=C(C(\C=C\C1=CC=C(C=C1)C)=O)C1=CC=C(C=C1)Cl)SCC